4-(2-fluorophenoxy)-2-methyl-1-nitrobenzene FC1=C(OC2=CC(=C(C=C2)[N+](=O)[O-])C)C=CC=C1